C[C@]1([C@@H]([C@H](O[C@H]1N2C=CC(=O)NC2=O)CO)O)O 2'-C-methyluridine